Cl.CC(C[C@H](C)N)(C)C (S)-4,4-dimethyl-2-pentylamine hydrochloride